Rac-((6S)-6-(3-chloro-2-(2-fluorobenzyl)-7-oxo-2,7-dihydro-6H-pyrazolo[3,4-d]pyridazin-6-yl)-3-oxabicyclo[3.1.0]hexan-2-yl)methyl acetate C(C)(=O)OCC1C2[C@H](C2CO1)N1N=CC=2C(C1=O)=NN(C2Cl)CC2=C(C=CC=C2)F